(triethylphosphonio)propane-1-sulfonate C(C)[P+](CC)(CC)C(CC)S(=O)(=O)[O-]